COC[C@@H]1N(CCNC1)C1CCC(CC1)N1N=C2C=C(C(=CC2=C1)[N+](=O)[O-])C(=O)OC methyl 2-((1R,4r)-4-((R)-2-(methoxymethyl) piperazin-1-yl) cyclohexyl)-5-nitro-2H-indazole-6-carboxylate